methyl (S)-1-((6-((3'-((tert-butoxycarbonyl)amino)-2-chloro-2'-methyl-[1,1'-biphenyl]-3-yl)carbamoyl)-4-methoxypyridin-3-yl)methyl)piperidine-2-carboxylate C(C)(C)(C)OC(=O)NC=1C(=C(C=CC1)C1=C(C(=CC=C1)NC(=O)C1=CC(=C(C=N1)CN1[C@@H](CCCC1)C(=O)OC)OC)Cl)C